1,3-dimethyl-5-pyrazolone CN1N=C(CC1=O)C